6-Amino-3-((1S,2S)-4'-chloro-2-(pyridin-4-yl)-1',2'-dihydrospiro[cyclopropane-1,3'-pyrrolo[2,3-b]pyridin]-5'-yl)-2-fluoro-N,N-dimethylbenzamide NC1=CC=C(C(=C1C(=O)N(C)C)F)C=1C(=C2C(=NC1)NC[C@@]21[C@@H](C1)C1=CC=NC=C1)Cl